ClC1=CC=C2C(=C(N(C2=C1F)C=1C=NN(C1)CCC)C#N)SC=1C(=C(C=CC1)C1(CC1)C(=O)O)F 1-(3-((6-chloro-2-cyano-1-(1-propyl-1H-pyrazol-4-yl)-7-fluoro-1H-indol-3-yl)thio)-2-fluorophenyl)cyclopropanecarboxylic acid